tert-butyl (2s,4s)-2-(2-(but-3-en-1-yloxy)-4-(methoxycarbonyl) phenyl)-4-hydroxypiperidine-1-carboxylate C(CC=C)OC1=C(C=CC(=C1)C(=O)OC)[C@H]1N(CC[C@@H](C1)O)C(=O)OC(C)(C)C